ClC1=CC=C(C2=C1C=CO2)COC2=CC=CC(=N2)C2CCN(CC2)CC(=O)O 2-(4-(6-((4-chlorobenzofuran-7-yl)methoxy)pyridin-2-yl)piperidin-1-yl)acetic acid